N1=CC(=CC=C1)C=1C=C2C=CN(C2=C(C1)C(=O)NCC1=CC=C(C(=O)O)C=C1)CC1=CC(=CC=C1)C(F)(F)F 4-((5-(pyridin-3-yl)-1-(3-(trifluoromethyl)benzyl)-1H-indole-7-carboxamido)methyl)benzoic acid